2-hydroxyphenyl-morpholinone OC1=C(C=CC=C1)N1C(COCC1)=O